FC1CC(N(C1)C(CCC(N1CCCC1)=O)=O)C(=O)NC(C1=CC=C(C=C1)C(C)C)C1=CC=CC=C1 4-fluoro-1-[4-oxo-4-(pyrrolidin-1-yl)butyryl]-N-{phenyl-[4-(prop-2-yl)phenyl]methyl}pyrrolidine-2-carboxamide